2-[[7-cyano-4-methyl-2-[[2-[2-oxo-3-(3-oxo-4H-pyrazino[2,3-b][1,4]oxazin-6-yl)-1,3-oxazolidin-5-yl]ethylamino]methyl]-2,3-dihydro-1H-inden-5-yl]oxy]-N-methylacetamide C(#N)C=1C=C(C(=C2CC(CC12)CNCCC1CN(C(O1)=O)C1=NC2=C(OCC(N2)=O)N=C1)C)OCC(=O)NC